bis(methylcyclopentadiene) zirconium [Zr].CC1=CC=CC1.CC1=CC=CC1